CC(CCCC)OCCOCCO diethylene glycol mono-2-hexyl ether